para-aminobenzenesulfonic acid-triethylamine salt C(C)N(CC)CC.NC1=CC=C(C=C1)S(=O)(=O)O